Cl.CS(=O)(=O)N1CCC(CC1)N 1-(methylsulfonyl)piperidin-4-amine hydrochloride salt